BrC1=C(C=C2C(=NC(=NC2=C1F)OC[C@H]1C[C@H](CN(CCC1)C)F)N1CC2CCC(C1)N2C(=O)OC(C)(C)C)C(F)(F)F |r| tert-butyl 3-[7-bromo-8-fluoro-2-[[rac-(3R,5R)-3-fluoro-1-methyl-azocan-5-yl]methoxy]-6-(trifluoromethyl)quinazolin-4-yl]-3,8-diazabicyclo[3.2.1]octane-8-carboxylate